CN1CCN(CC1)C(CN1CCN(C2=CC=CC=C12)C1=CC=CC=C1)=O 1-(4-methylpiperazin-1-yl)-2-(4-phenyl-3,4-dihydroquinoxaline-1(2H)-yl)ethan-1-one